The molecule is a steroid glucosiduronic acid obtained by formal condensation of the carboxy group of deoxycholic acid with the anomeric hydroxy group of beta-D-glucuronic acid. It has a role as a human urinary metabolite. It is a beta-D-glucosiduronic acid, an O-acyl carbohydrate and a steroid glucosiduronic acid. It derives from a deoxycholic acid. It is a conjugate acid of a deoxycholic acid 24-O-(beta-D-glucuronide)(1-). C[C@H](CCC(=O)O[C@H]1[C@@H]([C@H]([C@@H]([C@H](O1)C(=O)O)O)O)O)[C@H]2CC[C@@H]3[C@@]2([C@H](C[C@H]4[C@H]3CC[C@H]5[C@@]4(CC[C@H](C5)O)C)O)C